OC=1C=C(C(=O)N)C=CN1 2-hydroxyisonicotinamide